C(C)(C)(C)C=1C(=NC=2CC(N(CC2C1)C(=O)OC1=CC(=CC=C1)O)CCC)S(=O)(=O)Cl 1,3-benzenediol Tert-butyl-2-(chlorosulfonyl)-7-(3-propyl)-7,8-dihydro-1,6-naphthyridine-6(5H)-carboxylate